oleic acid vinylester C(=C)OC(CCCCCCC\C=C/CCCCCCCC)=O